benzylidene-2-(2-chlorostyryl)oxazol-5(4H)-one C(C1=CC=CC=C1)=C1N=C(OC1=O)C=CC1=C(C=CC=C1)Cl